C[SiH](C)OC(C(=O)O)=O oxalic acid dimethylsilyl ester